O[C@@H]1CN(CC1)C(=O)[O-] (S)-3-hydroxypyrrolidine-1-carboxylate